FC(C(=O)O)(F)F.NC=1C=2N(C=C(N1)C1C(C1)C(=O)OCC)C(=CN2)C2=C(C=CC(=C2)C(C(F)F)(C)O)C Ethyl 2-(8-amino-3-(5-(1,1-difluoro-2-hydroxypropan-2-yl)-2-methylphenyl)imidazo[1,2-a]pyrazin-6-yl)cyclopropane-1-carboxylate trifluoroacetate salt